ClC1=CC=C(C=C1)\C=C/C(=O)C1=C(C=C(C=C1OC)OC)O (Z)-3-(4-Chlorophenyl)-1-(2-hydroxy-4,6-dimethoxyphenyl)prop-2-en-1-one